[Cl-].C[NH2+]CC[NH2+]C.[Cl-] N,N'-dimethylethylenediammonium chloride